2-chloro-N-(4-methoxyphenylethyl)acetamide ClCC(=O)NCCC1=CC=C(C=C1)OC